Diethyl 1-[2-(4-chloro-3-methoxyphenyl)-2-oxoethyl]-4-cyclopropyl-1H-pyrazole-3,5-dicarboxylate ClC1=C(C=C(C=C1)C(CN1N=C(C(=C1C(=O)OCC)C1CC1)C(=O)OCC)=O)OC